1-((1r,2r,3S,5r)-2-((Z)-7-(ethylamino)-7-oxohept-2-enyl)-3,5-dihydroxycyclopentyl)-5-phenylpent-1-en-3-yl 6-chlorohexanoate ClCCCCCC(=O)OC(C=C[C@@H]1[C@H]([C@H](C[C@H]1O)O)C\C=C/CCCC(=O)NCC)CCC1=CC=CC=C1